ClC1=C(C(=CC=C1)Cl)S(=NC(=O)C=1C=NN(C1)C1=CC=C(C=C1)C1=NOC(=N1)C(F)(F)F)(=O)C N-((2,6-dichlorophenyl)(methyl)(oxo)-λ6-sulfaneylidene)-1-(4-(5-(trifluoromethyl)-1,2,4-oxadiazol-3-yl)phenyl)-1H-pyrazole-4-carboxamide